C(CC)O[Si](O[Si](OCCC)(OCCC)CCCN([Si](C)(C)C)C1=CC=CC=C1)(OCCC)CCCN([Si](C)(C)C)C1=CC=CC=C1 N,N'-((1,1,3,3-tetrapropoxydisiloxane-1,3-diyl)bis(propane-3,1-diyl))bis(1,1,1-trimethyl-N-phenylsilanamine)